4-((2S)-4-acetyl-2-methyl-1-piperazinyl)-7-bromo-6-chloro-1-(2-(2-propanyl)phenyl)-2(1H)-quinazolinone C(C)(=O)N1C[C@@H](N(CC1)C1=NC(N(C2=CC(=C(C=C12)Cl)Br)C1=C(C=CC=C1)C(C)C)=O)C